(6R,8aS)-6-[8-amino-1-(2-fluoro-4-{(1R)-1-hydroxy-1-[3-(trifluoromethyl)phenyl]ethyl}phenyl)imidazo[1,5-a]pyrazin-3-yl]hexahydroindolizin-3(2H)-one NC=1C=2N(C=CN1)C(=NC2C2=C(C=C(C=C2)[C@@](C)(C2=CC(=CC=C2)C(F)(F)F)O)F)[C@H]2CN1C(CC[C@@H]1CC2)=O